[NH4+].[NH4+].N(=NC1SC2=C(N1CC)C=CC(=C2)S(=O)(=O)[O-])C2SC1=C(N2CC)C=CC(=C1)S(=O)(=O)[O-] azobis(3-ethylbenzothiazoline-6-sulfonic acid) diammonium salt